ClC=1N=CC2=C(N1)N(C=C2C2=NN(C=C2)S(=O)(=O)C2=CC=CC=C2)[C@@H]2C[C@@H]([C@H]1OC(O[C@H]12)(C)C)C1CCN(CC1)C 2-chloro-7-((3aS,4R,6R,6aR)-2,2-dimethyl-6-(1-methylpiperidin-4-yl)tetrahydro-4H-cyclopenta[d][1,3]dioxol-4-yl)-5-(1-(phenylsulfonyl)-1H-pyrazol-3-yl)-7H-pyrrolo[2,3-d]pyrimidine